ClC1=C(C=C2C(=NNC2=C1)CCC(=O)OC1C(C(C(C(O1)C(=O)O)O)O)O)C1=CC=C(C=C1)C1=C(C=CC=C1)O 6-((3-(6-chloro-5-(2'-hydroxy-[1,1'-biphenyl]-4-yl)-1H-indazol-3-yl)propanoyl)oxy)-3,4,5-trihydroxytetrahydro-2H-pyran-2-carboxylic acid